COC1=NC=CC2=C1N=C(N2)SC 4-methoxy-2-(methylthio)-1H-imidazo[4,5-c]pyridine